N-{8-fluoro-2-methylimidazo[1,2-a]pyridin-6-yl}-2-(oxiran-2-ylmethyl)-4-(piperazin-1-yl)indazole-7-carboxamide FC=1C=2N(C=C(C1)NC(=O)C1=CC=C(C3=CN(N=C13)CC1OC1)N1CCNCC1)C=C(N2)C